CN1N=CC(=C1)CN1CNC2=CC=C(C=C2C1=O)S(=O)(=O)Cl 3-[(1-methylpyrazol-4-yl)methyl]-4-oxo-1H-quinazoline-6-sulfonyl chloride